FC=1C=C2[C@@H]([C@H](COC2=CC1)C)CS(=O)(=O)N |o1:4,5| ((3R*,4R*)-6-fluoro-3-methylchroman-4-yl)methanesulfonamide